COC1=CC=C(C=C1)C(O[C@@H]1[C@H](OCC1)CO[P@]1O[C@@H]([C@H]2N1CCC2)CS(=O)(=O)C2=CC=CC=C2)(C2=CC=CC=C2)C2=CC=C(C=C2)OC (1S,3S,3aS)-1-(((2R,3S)-3-(bis(4-methoxyphenyl)(phenyl)methoxy)tetrahydrofuran-2-yl)methoxy)-3-((phenylsulfonyl)methyl)tetrahydro-1H,3H-pyrrolo[1,2-c][1,3,2]oxazaphosphole